CN1C[C@@H](N(CC1)C(CNC(\C=C\C1=CC=C(C=C1)C(F)(F)F)=O)=O)C(=O)O (2R)-4-methyl-1-[2-[[(E)-3-[4-(trifluoromethyl)phenyl]prop-2-enoyl]amino]acetyl]piperazine-2-carboxylic acid